C12CCC(C3CCCCC13)C2 decahydro-1,4-methanonaphthalene